D-N-acryloyl-valinamide C(C=C)(=O)NC([C@H](N)C(C)C)=O